NC1=NC=CC(=C1C#CCCC(C)(O)C)C=1C=C2C(=NNC2=CC1)N 6-(2-Amino-4-(3-amino-1H-indazol-5-yl)pyridin-3-yl)-2-methylhex-5-yn-2-ol